5-({[1-(4-Chloro-2-fluorophenyl)cyclopropyl]carbonyl}amino)-2-(2-cyclobutyl-1,3-thiazol-5-yl)benzoic acid ClC1=CC(=C(C=C1)C1(CC1)C(=O)NC=1C=CC(=C(C(=O)O)C1)C1=CN=C(S1)C1CCC1)F